(R)-4-((5-azidopentyl)amino)-4-oxobutanoic acid N(=[N+]=[N-])CCCCCNC(CCC(=O)O)=O